NC[C@@H](CO)O (2S)-3-aminopropan-1,2-diol